3-[6-[4-(2-azaspiro[3.5]nonan-7-ylmethyl)-3,3-dimethyl-piperazin-1-yl]-1-methyl-indazol-3-yl]piperidine-2,6-dione C1NCC12CCC(CC2)CN2C(CN(CC2)C2=CC=C1C(=NN(C1=C2)C)C2C(NC(CC2)=O)=O)(C)C